FC=1C=C(C(=NC1)C1(C=C(C(C(C1)(C)C)=O)C#N)OC)C=1C=CC=2N(C1)N=CC2 3-[5-fluoro-3-(pyrazolo[1,5-a]pyridin-6-yl)pyridin-2-yl]-3-methoxy-5,5-dimethyl-6-oxocyclohex-1-ene-1-carbonitrile